N1(CCCCC1)CC=O 2-(1-piperidinyl)ethanone